I.CC=1C=C(N)C=C(C1)C 3,5-dimethylaniline hydroiodide